2-(11-cyclopropyl-10-oxo-1,9-diazatricyclo[6.3.1.04,12]dodeca-2,4,6,8(12)-tetraen-2-yl)-5-methoxy-3-methyl-imidazo[1,2-a]pyridine-7-carboxylic acid methyl ester COC(=O)C1=CC=2N(C(=C1)OC)C(=C(N2)C=2N1C(C(NC=3C=CC=C(C2)C13)=O)C1CC1)C